CSSCC1=CC(=CC=C1)F methyl-[(3-fluorophenyl) methyl] disulfide